(4-(1-methyl-4-(trifluoromethyl)-1H-imidazol-2-yl)benzyl)pyrimidine CN1C(=NC(=C1)C(F)(F)F)C1=CC=C(CC2=NC=CC=N2)C=C1